C(C#C)OC1=NC(=NC(=N1)OCC#C)OCC#C 2,4,6-tris(2-propyne-1-yloxy)-1,3,5-triazine